5-(cyclopropylmethyl)-4-(6-cyclopropylpyridin-3-yl)-7-iodo-2-(2-methyl-2H-indazol-5-yl)-2,5-dihydro-3H-pyrrolo[3,2-c]pyridazin-3-one C1(CC1)CN1C=C(C2=NN(C(C(=C21)C=2C=NC(=CC2)C2CC2)=O)C2=CC1=CN(N=C1C=C2)C)I